N=1N=CN2C=NC(=CC21)OC2=C(C=C(C=C2)NC2=NC=NC1=CC=C(C=C21)N2C[C@@H](CCC2)C(=O)OC(C)(C)C)C Tert-butyl (R)-(1-(4-((4-([1,2,4]triazolo[4,3-c]pyrimidin-7-yloxy)-3-methyl phenyl)amino)quinazolin-6-yl)piperidin-3-yl)carboxylate